benzyl (2S)-2-(4-(methoxycarbonyl)phenyl)-4-(2-methoxyvinyl)piperidine-1-carboxylate COC(=O)C1=CC=C(C=C1)[C@H]1N(CCC(C1)C=COC)C(=O)OCC1=CC=CC=C1